bis(3,4-dicarboxyphenoxy)DIMETHYLSILANE C(=O)(O)C=1C=C(O[Si](C)(C)OC2=CC(=C(C=C2)C(=O)O)C(=O)O)C=CC1C(=O)O